ClC1=CC(=C(COC2=C(C=CC(=N2)C2=CC(=C(CC3=NC4=C(N3[C@@H]3COCC3(C)C)C=C(C=C4F)C(=O)O)C(=C2)F)F)F)C=C1)F (S)-2-(4-(6-((4-chloro-2-fluorobenzyl)oxy)-5-fluoropyridin-2-yl)-2,6-difluorobenzyl)-1-(4,4-dimethyltetrahydrofuran-3-yl)-4-fluoro-1H-benzo[d]imidazole-6-carboxylic acid